2-amino-5-nitro-pyridine-3-carboxamide NC1=NC=C(C=C1C(=O)N)[N+](=O)[O-]